1-(2-chloro-6-methoxy-4-methylphenyl)-N-[(3S)-5,5-dimethyloxolan-3-yl]pyrido[3,4-d]pyridazin-4-amine ClC1=C(C(=CC(=C1)C)OC)C1=C2C(=C(N=N1)N[C@@H]1COC(C1)(C)C)C=NC=C2